N-[3-chloro-4-[4-[2-(dimethylamino)ethyl]piperazine-1-carbonyl]phenyl]-5-[2,3-difluoro-4-(2-pyridyloxy)phenyl]-1-methyl-imidazole-2-carboxamide trifluoroacetate FC(C(=O)O)(F)F.ClC=1C=C(C=CC1C(=O)N1CCN(CC1)CCN(C)C)NC(=O)C=1N(C(=CN1)C1=C(C(=C(C=C1)OC1=NC=CC=C1)F)F)C